C1(CC1)N(C1=C(C(=NC=N1)NC[C@@H]1[C@H](CN(CC1)CC(=O)N)O)F)CC1=NC=C(C=C1)C(F)(F)F |o1:12,13| rel-2-((3R,4R)-4-(((6-(cyclopropyl((5-(trifluoromethyl)pyridin-2-yl)methyl)amino)-5-fluoropyrimidin-4-yl)amino)methyl)-3-hydroxypiperidin-1-yl)acetamide